C1(=CC=CC=C1)/C=C/C(=O)NC1=CC(=CC=C1)C=1C=NC=CC1 (2E)-3-phenyl-N-[3-(pyridin-3-yl)phenyl]prop-2-enamide